C(CCCCCCCCC\C=C/CCCCCCCC)(=O)[O-].[Ni+2].C(CCCCCCCCC\C=C/CCCCCCCC)(=O)[O-] nickel gondoate